2-pentyl-9,10-dimethoxyanthracene C(CCCC)C1=CC2=C(C3=CC=CC=C3C(=C2C=C1)OC)OC